3-(6-oxo-1-{3-[5-(4,4,5,5-tetramethyl-[1,3,2]dioxaborolan-2-yl)-pyrimidin-2-yl]-benzyl}-1,6-dihydro-pyridazin-3-yl)-benzonitrile O=C1C=CC(=NN1CC1=CC(=CC=C1)C1=NC=C(C=N1)B1OC(C(O1)(C)C)(C)C)C=1C=C(C#N)C=CC1